2-{[5-({2-[(carboxymethyl)carbamoyl]-1,3-dioxo-2,3-dihydro-1H-inden-5-yl}oxy)-1,3-dioxo-2,3-dihydro-1H-inden-2-yl]formamido}acetic acid C(=O)(O)CNC(=O)C1C(C2=CC=C(C=C2C1=O)OC=1C=C2C(C(C(C2=CC1)=O)C(=O)NCC(=O)O)=O)=O